2-[4-[[[1-[3-[(2,6-dioxo-3-piperidyl)amino]phenyl]-4-piperidyl]-methyl-amino]methyl]cyclohexyl]-7-isopropoxy-N-[6-(trifluoromethyl)-2-pyridyl]imidazo[1,2-a]pyridine-6-carboxamide O=C1NC(CCC1NC=1C=C(C=CC1)N1CCC(CC1)N(C)CC1CCC(CC1)C=1N=C2N(C=C(C(=C2)OC(C)C)C(=O)NC2=NC(=CC=C2)C(F)(F)F)C1)=O